OC(C)(C)C1=CC=CC(=N1)C=1C(=C(C=CC1)NC1=CC(=NC=C1C(CC([2H])([2H])[2H])=O)NC1=CC=CC(=N1)C#N)OC 6-((4-((3-(6-(2-hydroxypropan-2-yl)pyridin-2-yl)-2-methoxyphenyl)amino)-5-(propionyl-3,3,3-d3)pyridin-2-yl)amino)pyridinenitrile